(1R,4R)-4-(difluoromethoxy)cyclohexane-1-carboxylic acid FC(OC1CCC(CC1)C(=O)O)F